1-(2-(3-oxo-3-(4-(5-(trifluoromethyl)pyrimidin-2-yl)piperazin-1-yl)propoxy)ethyl)-3-(trifluoromethyl)-1,5-dihydro-4H-pyrrolo[2,3-d]pyridazin-4-one O=C(CCOCCN1C=C(C2=C1C=NNC2=O)C(F)(F)F)N2CCN(CC2)C2=NC=C(C=N2)C(F)(F)F